O1CC(CC12CCNCC2)O 1-oxa-8-azaspiro[4.5]decan-3-ol